FC=1C=C2C(=CNC(C2=CC1F)=O)C(C)N(C(=O)C1=CNC2=CC=CC=C12)C N-(1-(6,7-Difluoro-1-oxo-1,2-dihydroisoquinolin-4-yl)ethyl)-N-methyl-1H-indole-3-carboxamide